(S)-1-(5-(4-oxo-5-(pyridin-3-yl)-5,6-dihydropyrrolo[3,4-c]pyrazol-2(4H)-yl)pyridin-2-yl)pyrrolidin-3-yl methanesulfonate CS(=O)(=O)O[C@@H]1CN(CC1)C1=NC=C(C=C1)N1N=C2C(=C1)C(N(C2)C=2C=NC=CC2)=O